Cl.S1C(=NC=C1)C(N)=N thiazole-2-carboximidamide HCl salt